5-[2-fluoro-4-[[(4-fluoro-2-pyridinyl)amino]methyl]-6-hydroxy-phenyl]-1,1-dioxo-1,2,5-thiadiazolidin-3-one FC1=C(C(=CC(=C1)CNC1=NC=CC(=C1)F)O)N1CC(NS1(=O)=O)=O